N1=CN=CC2=C1SC=C2C(=O)[O-] thieno[2,3-d]pyrimidine-5-carboxylate